COC(CCCOC1=CC(=C(C(=C1)C)C=O)C)=O 4-(4-formyl-3,5-dimethylphenoxy)butanoic acid methyl ester